NC[C@]1([C@H]2CCN(C[C@@H]12)C=1N=C2C=CC(=NC2=CC1)SC1=C(C(=NC=C1)N)Cl)C1=C(C=CC=C1)F 4-((6-((1R,6S,7S)-7-(aminomethyl)-7-(2-fluorophenyl)-3-azabicyclo[4.1.0]heptan-3-yl)-1,5-naphthyridin-2-yl)thio)-3-chloropyridin-2-amine